C(N)(=O)C1=C(C(=O)O)C=C(C=N1)C1=CC(=CC=C1)C(NC1=CC=C(C=C1)OCCC1=CC=CC=C1)=O 2-carbamoyl-5-(3-((4-phenethoxyphenyl)carbamoyl)-phenyl)nicotinic acid